1,3,5-Tris[[3,5-bis(1,1-dimethylethyl)-4-hydroxyphenyl]methyl]-1,3,5-Triazin-2,4,6(1H,3H,5H)-trion CC(C)(C)C=1C=C(C=C(C1O)C(C)(C)C)CN1C(N(C(N(C1=O)CC1=CC(=C(C(=C1)C(C)(C)C)O)C(C)(C)C)=O)CC1=CC(=C(C(=C1)C(C)(C)C)O)C(C)(C)C)=O